2-((1R,5S)-8-(7-(3-hydroxynaphthalen-1-yl)-2-(((S)-1-methylpyrrolidin-2-yl)methoxy)quinazolin-4-yl)-3,8-diazabicyclo[3.2.1]octan-3-yl)-1-morpholinoethan-1-one OC=1C=C(C2=CC=CC=C2C1)C1=CC=C2C(=NC(=NC2=C1)OC[C@H]1N(CCC1)C)N1[C@H]2CN(C[C@@H]1CC2)CC(=O)N2CCOCC2